2-(ethoxycarbonyl)furan-5-boronic acid C(C)OC(=O)C=1OC(=CC1)B(O)O